(E)-4-methyl-N'-(1-(o-tolyl)ethylidene)benzenesulfonohydrazide CC1=CC=C(C=C1)S(=O)(=O)N/N=C(\C)/C1=C(C=CC=C1)C